CC=1N=CC(=NC1C=1C(=NC=CC1)C(F)(F)F)C(=O)[O-] 5-methyl-6-(2-(trifluoromethyl)pyridin-3-yl)pyrazine-2-carboxylate